COC1=C(N)C=C(C(=C1)N1CCC(CC1)N1CCOCC1)C 2-methoxy-5-methyl-4-(4-morpholinopiperidin-1-yl)aniline